5-hydroxy-1-methyl-1,2-dihydro-3H-benzo[e]Indole-3-carboxylic acid tert-butyl ester C(C)(C)(C)OC(=O)N1CC(C=2C3=C(C(=CC12)O)C=CC=C3)C